(9H-fluorene-9-ylidenebis-4,1-phenylene)bis[1,3-dihydro-1,3-dioxo-5-isobenzofurancarboxamide] C1=CC=CC=2C3=CC=CC=C3C(C12)(C1=CC=C(C=C1)C1=C2C(OC(C2=CC=C1C(=O)N)=O)=O)C1=CC=C(C=C1)C1=C2C(OC(C2=CC=C1C(=O)N)=O)=O